tert-butyl 4-[2-[3-(4-amino-1-tert-butyl-pyrazolo[3,4-d]pyrimidin-3-yl)-5-(2,2-difluorocyclopropyl)isoxazol-4-yl]pyrimidin-5-yl]piperidine-1-carboxylate NC1=C2C(=NC=N1)N(N=C2C2=NOC(=C2C2=NC=C(C=N2)C2CCN(CC2)C(=O)OC(C)(C)C)C2C(C2)(F)F)C(C)(C)C